benzyl N-(2-bromoethyl)carbamate BrCCNC(OCC1=CC=CC=C1)=O